N-methylpyridine-2-carboxamide hydrochloride Cl.CNC(=O)C1=NC=CC=C1